C(C)(C)OC(CC1=CC(=C(C=C1)O)OC)=O 2-(4-hydroxy-3-methoxy-phenyl)acetic acid isopropyl ester